3-(trifluoromethyl)-1-((2-(trimethylsilyl)ethoxy)methyl)-1H-pyrazol-4-amine FC(C1=NN(C=C1N)COCC[Si](C)(C)C)(F)F